FC(CN1N=CC=2C1=NC(=CN2)N2CC1(CN(C1)C1=NC(=CN=C1)C(F)(F)F)CC2)F 6-[1-(2,2-difluoroethyl)-1H-pyrazolo[3,4-b]pyrazin-6-yl]-2-[6-(trifluoromethyl)pyrazin-2-yl]-2,6-diazaspiro[3.4]octane